[Si](C)(C)(C(C)(C)C)O[C@H]1C[C@@H](O[C@@H]1CO[Si](C)(C)C(C)(C)C)N1CNCC(=C1)C 1-[(2R,4S,5R)-4-[(tert-butyldimethylsilyl)oxy]-5-{[(tert-butyldimethylsilyl)oxy]methyl}oxolan-2-yl]-5-methyl-3H-pyrimidine